(7-(5-Fluoro-2-methylphenyl)-2-azaspiro[3.5]nonan-2-yl)((1s,3s)-3-hydroxy-3-methylcyclobutyl)methanon FC=1C=CC(=C(C1)C1CCC2(CN(C2)C(=O)C2CC(C2)(C)O)CC1)C